C(C)(C)(C)OC(NC(C)C1=NC=C2C=CC(=NC2=C1)C1=CC=CC=C1)=O N-[1-(2-phenyl-1,6-naphthyridin-7-yl)ethyl]carbamic acid tert-butyl ester